ClC=1C=C(C=C(C1)C(F)(F)F)C1=C(N=C(N=N1)N)C1=CC=C(C=C1)Cl 6-(3-chloro-5-(trifluoromethyl)phenyl)-5-(4-chlorophenyl)-1,2,4-triazin-3-amine